NCC(CN1N=C2N(C=CC(=C2)C2=CC3=C(OCO3)C=C2)C1=O)=C(F)F 2-[2-(aminomethyl)-3,3-difluoro-allyl]-7-(1,3-benzodioxol-5-yl)-[1,2,4]triazolo[4,3-a]pyridin-3-one